NC=1C=C(C=CC1F)CS(=O)(=O)N1CCC(CC1)=O 1-[(3-amino-4-fluoro-phenyl)methylsulfonyl]piperidin-4-one